tert-butyl 2-(4-cyclobutyl-2-(2-isopropylphenyl) piperazin-1-yl)-7-azaspiro[3.5]nonane-7-carboxylate C1(CCC1)N1CC(N(CC1)C1CC2(C1)CCN(CC2)C(=O)OC(C)(C)C)C2=C(C=CC=C2)C(C)C